C(C)(C)(C)OC(=O)N([C@H](C(=O)OC(C)(C)C)CCCO)C(=O)OC tert-butyl (2S)-2-[tert-butoxycarbonyl(methoxycarbonyl)amino]-5-hydroxy-pentanoate